C(=N)(N)N The molecule is an aminocarboxamidine, the parent compound of the guanidines. It is a one-carbon compound, a member of guanidines and a carboxamidine. It is a conjugate base of a guanidinium.